1,4-dioxanOne O1C(COCC1)=O